FC1(CCC(CC1)[C@H](NC(=O)C1=NON=C1C)C=1OC2=C(N1)C=C(C=C2)[C@H](N2C(N[C@@H](C2)C(F)(F)F)=O)C2COC2)F N-((S)-(4,4-difluorocyclohexyl)(5-((R)-oxetan-3-yl((S)-2-oxo-4-(trifluoromethyl)imidazolidin-1-yl)methyl)benzo[d]oxazol-2-yl)methyl)-4-methyl-1,2,5-oxadiazole-3-carboxamide